3-((4-hydroxy-1-(4-phenoxybenzoyl)piperidin-4-yl)methyl)pyrrolo[2,1-f][1,2,4]triazin-4(3H)-one OC1(CCN(CC1)C(C1=CC=C(C=C1)OC1=CC=CC=C1)=O)CN1C=NN2C(C1=O)=CC=C2